methyl-5-bromo-3-[(Z)-1-cyano-2-(5-cyano-2-methoxy-phenyl)vinyl]indole-1-carboxylic acid hydrochloride Cl.CC=1N(C2=CC=C(C=C2C1/C(=C/C1=C(C=CC(=C1)C#N)OC)/C#N)Br)C(=O)O